CCCC\C=C/CCCCCCCC cis-5-Tetradecene